gallium indium tin alloyl-carbon C(C=C)(=O)[C].[Sn].[In].[Ga]